(1S,4s)-4-(2-cyano-5-(((1S,2R,3S,4R)-3-((3-fluoro-bicyclo[1.1.1]pent-1-yl)carbamoyl)bicyclo[2.2.1]hept-2-yl)carbamoyl)-4-methoxyphenoxy)-1-methylcyclohexane-1-carboxylic acid C(#N)C1=C(OC2CCC(CC2)(C(=O)O)C)C=C(C(=C1)OC)C(N[C@@H]1[C@H]2CC[C@@H]([C@@H]1C(NC13CC(C1)(C3)F)=O)C2)=O